C(C)(C)(C)OC(=O)N1C(C2(CC1)CNCC2)C2=CC=C(C=C2)Br (4-bromophenyl)-2,7-diazaspiro[4.4]nonane-2-carboxylic acid tert-butyl ester